4-(trifluoromethyl)-N-(1,7,7-trimethylnorbornan-2-yl)-1H-pyrrolo[2,3-b]pyridine-2-carboxamide FC(C1=C2C(=NC=C1)NC(=C2)C(=O)NC2C1(CCC(C2)C1(C)C)C)(F)F